FC=1C=2N(C=CC1)N=C(C2)C2N(CCC1=C2N=CN1)C=1N=CC(=NC1)NC(=O)C1CC1 N-(5-(4-(4-fluoropyrazolo[1,5-a]pyridin-2-yl)-1,4,6,7-tetrahydro-5H-imidazo[4,5-c]pyridin-5-yl)pyrazin-2-yl)cyclopropanecarboxamide